FC=1C=C2C(=C(NC2=C(C1)F)C1=CC=C(C=C1)F)C1CC(C1)CC(=O)NC1(CCC1)CO 2-[3-[5,7-difluoro-2-(4-fluorophenyl)-1H-indol-3-yl]cyclobutyl]-N-[1-(hydroxymethyl)cyclobutyl]acetamide